4-((2S,5R)-4-(1-(4-(2-cyanopropan-2-yl)phenyl)propyl)-5-ethyl-2-methylpiperazin-1-yl)-1-methyl-2-oxo-1,2-dihydropyrido[3,2-d]pyrimidine-6-carbonitrile C(#N)C(C)(C)C1=CC=C(C=C1)C(CC)N1C[C@@H](N(C[C@H]1CC)C=1C2=C(N(C(N1)=O)C)C=CC(=N2)C#N)C